C1(=CC=CC=C1)N(C1=CC=C(C=C1)C(=O)C1N=C2N(C=CC=C2)C1C1=CC=CC=C1)C1=CC=CC=C1 (4-(diphenylamino)phenyl)(3-phenyl-2,3-dihydroimidazo[1,2-a]pyridin-2-yl)methanone